CC1=CC=C(C=C1)S(=O)(=O)OC1=CC(=C(C(=C1)OCC1=CC=CC=C1)C(=O)N1CC2=CC(=CC=C2CC1)C=O)OS(=O)(=O)C1=CC=C(C=C1)C 5-(Benzyloxy)-4-(7-formyl-1,2,3,4-tetrahydroisoquinoline-2-carbonyl)-1,3-phenylene bis(4-methylbenzenesulfonate)